4-(6-bromopyridazin-3-yl)benzoic acid BrC1=CC=C(N=N1)C1=CC=C(C(=O)O)C=C1